FC1(CN(CC(O1)C=1C=NN(C1)C)C=1C=C(C=2N(C(C(=C(N2)C)C)=O)C1)C1=C(C=C(C=C1)F)F)F 7-[2,2-difluoro-6-(1-methylpyrazol-4-yl)morpholin-4-yl]-9-(2,4-difluorophenyl)-2,3-dimethyl-pyrido[1,2-a]pyrimidin-4-one